carbazolo[cd]indolium C1=[NH+]C=2C=CC=C3C2C1=C1N=C2C=CC=CC2=C1C3